lithium bis(trifluoromethane)sulfonimide lithium salt [Li+].[N-](S(=O)(=O)C(F)(F)F)S(=O)(=O)C(F)(F)F.[Li+].[N-](S(=O)(=O)C(F)(F)F)S(=O)(=O)C(F)(F)F